Bis(ethylmethylamino)hafnium C(C)N(C)[Hf]N(CC)C